O1C=C(C2=C1C=CC=C2)C(=O)N benzofuran-3-carboxamide